1,1,1,3,3,3-hexafluoropropan-2-yl (±)-1-((4-methyltetrahydro-2H-pyran-4-yl)carbamoyl)-6-azaspiro[2.5]octane-6-carboxylate CC1(CCOCC1)NC(=O)[C@@H]1CC12CCN(CC2)C(=O)OC(C(F)(F)F)C(F)(F)F |r|